propyl acrylate lithium salt [Li].C(C=C)(=O)OCCC